C(C1=CC=CC=C1)N1N=C(N=C1)C(=O)NC1C(N(C2=C(OC1)C=CC(=C2)C#CC(C)(C)O)C)=O 1-benzyl-N-(7-(3-hydroxy-3-methylbut-1-yn-1-yl)-5-methyl-4-oxo-2,3,4,5-tetrahydrobenzo[b][1,4]oxazepin-3-yl)-1H-1,2,4-triazole-3-carboxamide